C1(=CC=CC=C1)S(=O)(=O)N1CCC=2C1=CN=CC2C2=CC=C(C#N)C=C2 4-(1-(Phenylsulfonyl)-2,3-dihydro-1H-pyrrolo[2,3-c]pyridin-4-yl)benzonitrile